C1(=CC=CC2=CC=CC=C12)[C@@H](C)N1CCC(CC1)NCC(=O)NCC(NCC#C)=O (R)-2-((1-(1-(naphthalen-1-yl)ethyl)piperidin-4-yl)amino)-N-(2-oxo-2-(prop-2-yn-1-ylamino)ethyl)acetamide